C1(CC1)CN1C(=CC=2C1=NC=CC2)C(=O)O (1-(cyclopropylmethyl)-1H-pyrrolo[2,3-b]pyridine-2-yl)-carboxylic acid